C(C1=CC=CC=C1)(C1=CC=CC=C1)N1CC2C(C1)CN(C2)CC=2C=C1CN(C(C1=CC2)=O)C2C(NC(CC2)=O)=O 3-(5-((5-benzhydryl-hexahydropyrrolo[3,4-c]pyrrol-2(1H)-yl)methyl)-1-oxoisoindolin-2-yl)piperidine-2,6-dione